ClC=1C=C(C=CC1F)C(O)C=1N(C(=CN1)I)COCC[Si](C)(C)C (3-chloro-4-fluorophenyl)(5-iodo-1-((2-(trimethylsilyl)ethoxy)methyl)-1H-imidazol-2-yl)methanol